C(C)(C)(C)OC(=O)N1CC2(C1)CCN(CC2)[C@H]2C(CN(CC2)C(=O)OCC2=CC=CC=C2)(F)F.Br\C(\C=O)=C/CCCCO[Si](C)(C)C(C)(C)C (Z)-2-bromo-7-((tert-butyldimethylsilyl)oxy)hept-2-enal tert-butyl-(R)-7-(1-((benzyloxy)carbonyl)-3,3-difluoropiperidin-4-yl)-2,7-diazaspiro[3.5]nonane-2-carboxylate